C12CN(CC(CC1)C2)C(=O)OC(C)(C)C tert-butyl 3-azabicyclo[3.2.1]octane-3-carboxylate